O=C1OCC2=NC(=CC=C21)C=O 5,7-DIHYDRO-5-OXO-FURO[3,4-B]PYRIDINE-2-CARBOXALDEHYDE